5-bromo-2-[2-[2-[2-[2-[2-[2-[2-(2-methoxyethoxy)ethoxy]ethoxy]ethoxy]ethoxy]ethoxy]ethoxy]ethoxy]-4-methyl-pyridine BrC=1C(=CC(=NC1)OCCOCCOCCOCCOCCOCCOCCOCCOC)C